ClC1=C(C(=C(C2=C1OC(O2)(C)[C@@H]2CC[C@H](CC2)N(C)C)C)C(=O)OC)C=COCC methyl 7-chloro-2-(trans-4-(dimethylamino)cyclohexyl)-6-(2-ethoxyvinyl)-2,4-dimethylbenzo[d][1,3]dioxole-5-carboxylate